C1(CC1)C(=O)N1C[C@@]2(C[C@@H]2C1)N1C=C2C(=NN(C(C2=CC1=O)=O)C)N[C@H](C)C1=C(C(=CC=C1)C(F)F)F 6-((1S,5R)-3-(cyclopropanecarbonyl)-3-azabicyclo[3.1.0]hex-1-yl)-4-(((R)-1-(3-(difluoromethyl)-2-fluorophenyl)ethyl)amino)-2-methyl-2,6-dihydropyrido[3,4-d]pyridazine-1,7-dione